sodium fluoroalcohol FO.[Na]